NC=1C(=C(C=CC1)[C@]1(N/C(/N(C(C1)=O)[C@H]1C[C@H](C(CC1)(F)F)OC)=N\C(OC(C)(C)C)=O)C)Cl |&1:14,16| tert-Butyl (NE)-N-{(4S)-4-(3-amino-2-chlorophenyl)-1-[(1RS,3RS)-4,4-difluoro-3-methoxycyclohexyl]-4-methyl-6-oxohexahydropyrimidin-2-ylidene}carbamate